N-(3-chloro-5-(methylsulfonamido)phenyl)-4-(3-((3,5-difluorobenzyl)oxy)-5-(1-hydroxy-1-(1-methylazetidin-3-yl)ethyl)pyridin-2-yl)-5-methylthiophene-2-carboxamide ClC=1C=C(C=C(C1)NS(=O)(=O)C)NC(=O)C=1SC(=C(C1)C1=NC=C(C=C1OCC1=CC(=CC(=C1)F)F)C(C)(C1CN(C1)C)O)C